NC1=C(C=C(C=C1)C(=O)N1CCOCC1)OC (4-amino-3-methoxyphenyl)(morpholinyl)methanone